5-(2-methoxyphenyl)-N-((S)-4-methyl-1-oxo-1-(((S)-3-oxo-1-((S)-2-oxopyrrolidin-3-yl)-4-(trifluoromethoxy)butan-2-yl)amino)pentan-2-yl)-1H-imidazole-2-carboxamide COC1=C(C=CC=C1)C1=CN=C(N1)C(=O)N[C@H](C(N[C@@H](C[C@H]1C(NCC1)=O)C(COC(F)(F)F)=O)=O)CC(C)C